C1C(CC2CCCCC12)CCC(=O)OC(CNC(CCN(C)C)=O)C(COC(C(CCCCCCC)CCCCCCC)=O)OC(CCC1CC2CCCCC2C1)=O 1-(3-(dimethylamino)propanamido)-4-((2-heptylnonanoyl)oxy)butane-2,3-diyl bis(3-(octahydro-1H-inden-2-yl)propanoate)